(R)-3-(3-chloro-4-fluorobenzyl)-1-(1-(7,8-difluoro-1-oxo-1,2-dihydroisoquinolin-4-yl)ethyl)-1-methylurea ClC=1C=C(CNC(N(C)[C@H](C)C2=CNC(C3=C(C(=CC=C23)F)F)=O)=O)C=CC1F